3-((1S,3R)-3-(5-chlorothiophene-2-carboxamido)cyclohexyl)-2-(3-fluoropyridin-2-yl)-N-methyl-3H-imidazole ClC1=CC=C(S1)C(=O)N[C@H]1C[C@H](CCC1)N1C(N(C=C1)C)C1=NC=CC=C1F